4,7-bis(9-phenyl-9H-carbazole-3-yl)benzo[c][1,2,5]thiadiazole C1(=CC=CC=C1)N1C2=CC=CC=C2C=2C=C(C=CC12)C1=CC=C(C2=NSN=C21)C=2C=CC=1N(C3=CC=CC=C3C1C2)C2=CC=CC=C2